(benzyl(methoxycarbonyl)amino)butanoate C(C1=CC=CC=C1)N(C(=O)OC)C(C(=O)[O-])CC